4-((S)-1-((1,3-dioxoisoindolin-2-yl)methyl)-8-(((S)-1-(thiazole-5-carbonyl)pyrrolidin-3-yl)oxy)-3,4-dihydroisoquinolin-2(1H)-yl)-N-methyl-4-oxobutanamide O=C1N(C(C2=CC=CC=C12)=O)C[C@H]1N(CCC2=CC=CC(=C12)O[C@@H]1CN(CC1)C(=O)C1=CN=CS1)C(CCC(=O)NC)=O